(E)-N-(4-(1-(4-(1-(6-(2-(2,6-dioxopiperidin-3-yl)-1-oxoisoindoline-4-yl)hex-5-yn-1-yl)piperidin-4-yl)benzoyl)piperidin-4-yl)butyl)-3-(pyridin-3-yl)acrylamide O=C1NC(CCC1N1C(C2=CC=CC(=C2C1)C#CCCCCN1CCC(CC1)C1=CC=C(C(=O)N2CCC(CC2)CCCCNC(\C=C\C=2C=NC=CC2)=O)C=C1)=O)=O